1-(5-((4-((4'-chloro-[1,1'-biphenyl]-2-yl)methyl)piperazin-1-yl)methyl)-1-oxoisoindolin-2-yl)dihydropyrimidine-2,4(1H,3H)-dione ClC1=CC=C(C=C1)C1=C(C=CC=C1)CN1CCN(CC1)CC=1C=C2CN(C(C2=CC1)=O)N1C(NC(CC1)=O)=O